Sodium 3-(7-chloroimidazo[1,2-a]pyridin-2-yl)-4-(4-sulfamoylphenyl)-5-thioxo-4,5-dihydro-1,2,4-triazol-1-ide ClC1=CC=2N(C=C1)C=C(N2)C2=N[N-]C(N2C2=CC=C(C=C2)S(N)(=O)=O)=S.[Na+]